5-iodo-7-ethyl-7H-pyrrolo[2,3-d]pyrimidin-4-amine IC1=CN(C=2N=CN=C(C21)N)CC